C1(CCC1)N1C2CC(CC1CC2)N2CCC(CC2)C=2C=C(C1=C(NC(=N1)C1=CC=C(C=C1)S(=O)(=O)C)C2)C 6-(1-(8-cyclobutyl-8-azabicyclo[3.2.1]oct-3-yl)piperidin-4-yl)-4-methyl-2-(4-(methylsulfonyl)phenyl)-1H-benzo[d]imidazole